C(C)(C)(C)C1=C(C(=CC(=C1)C(C)(C)C)C)C(COP(O)O)C1=C(C=C(C=C1C)C(C)(C)C)C(C)(C)C.NC=1N=C(SC1C(=O)C=1C=NC(=CC1)N1CCCCC1)N(C1=CC=C(C=C1)F)C(C(=O)N)C (N-[4-amino-5-[6-(1-piperidinyl)pyridine-3-carbonyl]thiazol-2-yl]-4-fluoro-anilino)propanamide bis-(2,4-di-tert-butyl-6-methylphenyl)ethyl-phosphite